C(C)(=O)N1C2(CC2)CN(CC1)C1=NC2=CC=C(C=C2C=C1)CN1C[C@H]([C@@H](C1)COC)OC=1C=C2CN(C(C2=CC1)=O)[C@@H]1C(NC(CC1)=O)=O (3S)-3-(5-{[(3S,4S)-1-[(2-{4-acetyl-4,7-diazaspiro[2.5]octan-7-yl}quinolin-6-yl)methyl]-4-(methoxymethyl)pyrrolidin-3-yl]oxy}-1-oxo-2,3-dihydro-1H-isoindol-2-yl)piperidine-2,6-dione